NC=1SC2=C(N1)C=CC(=C2)NC(=O)N (2-Aminobenzo[d]thiazol-6-yl)urea